N=1C=NN2C1C=C(C=C2)C2=C(C=CC(=N2)C#N)C=2C=NN(C2)CC2(CCCC2)F 6-([1,2,4]triazolo[1,5-a]pyridin-7-yl)-5-(1-((1-fluorocyclopentyl)methyl)-1H-pyrazol-4-yl)picolinonitrile